N[C@@H]1CC(N(C1)C1=CC=CC(=N1)NC=1C2=C(C(=NC1)C1=C3C(=NC=C1)N(C=C3)C)CNC2=O)=O (R)-7-((6-(4-amino-2-oxopyrrolidin-1-yl)pyridin-2-yl)amino)-4-(1-methyl-1H-pyrrolo[2,3-b]pyridin-4-yl)-2,3-dihydro-1H-pyrrolo[3,4-c]pyridin-1-one